3-mercaptopropyl-methoxypropyl-silane SCCC[SiH2]CCCOC